benzyl (s)-2-(((benzyloxy)carbonyl)amino)-4-((s,3s)-4,4,4-trifluoro-3-hydroxybutylsulfonimidoyl)butanoate C(C1=CC=CC=C1)OC(=O)N[C@H](C(=O)OCC1=CC=CC=C1)CC[S@@](=O)(=N)CC[C@@H](C(F)(F)F)O